1-[(2-chlorophenyl)methyl]-N-(2,6-difluorophenyl)indole-3-carboxamide ClC1=C(C=CC=C1)CN1C=C(C2=CC=CC=C12)C(=O)NC1=C(C=CC=C1F)F